(E)-N-{[(prop-2-yloxy)carbonyl]imino}(prop-2-yloxy)carboxamide CC(C)OC(=O)\N=N\C(=O)OC(C)C